7-phenyl-N-(4-(trifluoromethoxy)phenyl)pyrazolo[1,5-a]pyrimidine C1(=CC=CC=C1)C1=CC=NC=2N1N(CC2)C2=CC=C(C=C2)OC(F)(F)F